C(C)OC(C(CCC(C=[N+]=[N-])=O)NC(=O)OCC=1OC(OC1C)=O)=O.C(=C)[Si](O[Si](C)(C)C)(O[Si](C)(C)C)O[Si](C)(C)C Vinyl-tri(trimethylsiloxy)silane ethyl-6-diazo-2-((((5-methyl-2-oxo-1,3-dioxol-4-yl)methoxy)carbonyl)amino)-5-oxohexanoate